N-[5-(trifluoromethyl)-3-pyridyl]-4,5,6,7-tetrahydrothieno[2,3-c]pyridine-3-carboxamide FC(C=1C=C(C=NC1)NC(=O)C1=CSC=2CNCCC21)(F)F